C(#N)C1=NC=C(C=C1)C(F)(F)F 2-cyano-5-trifluoromethyl-pyridine